[Na+].C(C1=CC=C(C(=O)[NH-])C=C1)(=O)[NH-].[Na+] sodium terephthalamide sodium salt